tert-butyl 4-(4-((5-cyclopropyl-1H-pyrazol-3-yl) amino)-6-((trimethylsilyl) ethynyl) quinazoline-2-carbonyl)-2-methylpiperazine-1-carboxylate C1(CC1)C1=CC(=NN1)NC1=NC(=NC2=CC=C(C=C12)C#C[Si](C)(C)C)C(=O)N1CC(N(CC1)C(=O)OC(C)(C)C)C